C(#N)C1=CC=C(C=C1)S(=O)(=O)N[C@@H](CCC1=C(C(=CC=C1F)C)C)C=1OC(NN1)=O 4-cyano-N-((1S,2R)-(6-fluoro-2,3-dimethylphenyl)-1-(5-oxo-4,5-dihydro-1,3,4-oxadiazol-2-yl)propyl)benzenesulfonamide